(E)-N-phenyl-4-((2-picolinoylhydrazono)methyl)benzamide [(3S)-1-methylpyrrolidin-3-yl]6-[5-(6-methyl-2-pyridyl)-1H-pyrazol-4-yl]-1,5-naphthyridine-3-carboxylate CN1C[C@H](CC1)OC(=O)C=1C=NC2=CC=C(N=C2C1)C=1C=NNC1C1=NC(=CC=C1)C.C1(=CC=CC=C1)NC(C1=CC=C(C=C1)/C=N/NC(C1=NC=CC=C1)=O)=O